C(C(C)(C)C)(=O)OC(CCCCCCCCCCC)CCCCCCCC octyldodecyl neopentanate